sulfocopper cobalt [Co].S(=O)(=O)(O)[Cu]